4-methyl-1-piperazinhexylamine CN1CCN(CC1)CCCCCCN